BrC=1C=C(C=C(C1)F)N1CC(OC(C1)C)C 4-(3-bromo-5-fluoro-phenyl)-2,6-dimethylmorpholine